[F-].[F-].C(C=1NC=CC1)C=1NC=CC1.[B+2] boron methylenedipyrrole difluoride